6-chloro-3-methylpyrido[2,3-b]pyrazin-2-yl triflate O(S(=O)(=O)C(F)(F)F)C=1N=C2C(=NC1C)N=C(C=C2)Cl